(R)-6-isopropyl-10-oxo-2-phenyl-5,6-dihydro-10H-pyrazolo[1,5-a]pyrido[2,1-c]pyrazine-9-carboxylic Acid C(C)(C)[C@H]1N2C(C=3N(C1)N=C(C3)C3=CC=CC=C3)=CC(C(=C2)C(=O)O)=O